N'-{3-[(dimethylsulfamoyl)amino]-1,1,1-trifluoropropan-2-yl}-N-ethyl-N-{(1R)-1-[3-(8-methoxyimidazo[1,2-a]pyrazin-6-yl)phenyl]ethyl}urea CN(S(=O)(=O)NCC(C(F)(F)F)NC(N([C@H](C)C1=CC(=CC=C1)C=1N=C(C=2N(C1)C=CN2)OC)CC)=O)C